BrC=1C2(C3=CC=C(C(=C3C1)F)F)CCC1(CC2)NC(NC1=O)=O 2''-bromo-4'',5''-difluorodispiro[imidazolidine-4,1'-cyclohexane-4',1''-indene]-2,5-dione